tert-butyl (R)-3-((S)-3-(3-((2-bromoethyl)thio)phenyl)-1-(tert-butoxy)-1-oxopropan-2-yl)pyrrolidine-1-carboxylate BrCCSC=1C=C(C=CC1)C[C@H](C(=O)OC(C)(C)C)[C@@H]1CN(CC1)C(=O)OC(C)(C)C